1-(6-(2-hydroxyphenyl)pyridazin-4-yl)-4-(3-methylisoxazol-5-yl)piperidine-4-carboxylic acid OC1=C(C=CC=C1)C1=CC(=CN=N1)N1CCC(CC1)(C(=O)O)C1=CC(=NO1)C